tert-Butoxycarbonylphenylalanine C(C)(C)(C)OC(=O)N[C@@H](CC1=CC=CC=C1)C(=O)O